CN1C(C(N(CC1)CC1=CC=C(C=C1)B1OC(C(O1)(C)C)(C)C)C)=O 1,3-dimethyl-4-[4-(4,4,5,5-tetramethyl-1,3,2-dioxaborolan-2-yl)benzyl]piperazin-2-one